N-vinyl-3,4,5-trimethylpyrrolidone C(=C)N1C(C(C(C1C)C)C)=O